Cl.FC1=CC(=C(CC2OC(C3=CC(=CC=C23)N2CCNCC2)=O)C=C1)C 3-(4-fluoro-2-methylbenzyl)-6-(piperazin-1-yl)isobenzofuran-1(3H)-one hydrochloride